ethyl 1-[3-(2,2-diethoxyethylcarbonylamino) phenyl]-6-oxopyridine-3-carboxylate (2-fluorophenyl)-6-oxo-1,6-dihydropyridazine-3-carboxylate FC1=C(C=CC=C1)OC(=O)C1=NNC(C=C1)=O.C(C)OC(CC(=O)NC=1C=C(C=CC1)N1C=C(C=CC1=O)C(=O)OCC)OCC